2-Methoxy-6-(6-methoxy-4-((2-(1-(pyridin-3-yl)cyclobutyl)thiazol-4-yl)methoxy)benzofuran-2-yl)imidazo[2,1-b][1,3,4]thiadiazole COC1=NN2C(S1)=NC(=C2)C=2OC1=C(C2)C(=CC(=C1)OC)OCC=1N=C(SC1)C1(CCC1)C=1C=NC=CC1